BrC1=CC=C(C=C1)[C@@H]1CN(C[C@H]1O)C(=O)OC(C)(C)C |r| rac-tert-butyl (3R,4S)-3-(4-bromophenyl)-4-hydroxy-pyrrolidine-1-carboxylate